benzyl 4-((4-(2,6-difluoro-4-nitrophenyl)-2,2-dimethylpiperazin-1-yl)methyl)piperidine-1-carboxylate FC1=C(C(=CC(=C1)[N+](=O)[O-])F)N1CC(N(CC1)CC1CCN(CC1)C(=O)OCC1=CC=CC=C1)(C)C